N-[6-[5-bromo-3-(methoxymethoxy)-2-pyridyl]pyridazin-3-yl]-N,5,5-trimethyl-4-azaspiro[2.5]octan-7-amine BrC=1C=C(C(=NC1)C1=CC=C(N=N1)N(C1CC(NC2(CC2)C1)(C)C)C)OCOC